COC(NC1=CC=C(C=C1)N1N=NC(=C1)C(O)C1=C(C=CC=2N1C=NC2)C2CC2)=O (4-{4-[(6-cyclopropyl-imidazo[1,5-a]pyridin-5-yl)-hydroxy-methyl]-[1,2,3]triazol-1-yl}-phenyl)-carbamic acid methyl ester